((E)-2-((E)-4-chloro-5-(2-((E)-1-ethyl-3,3-dimethylindolin-2-ylidene)ethylidene)-5,6-dihydro-2H-thiopyran-3-yl)vinyl)-1-ethyl-3,3-dimethyl-3H-indol-1-ium ClC/1=C(CSC\C1=C/C=C\1/N(C2=CC=CC=C2C1(C)C)CC)/C=C/C1=[N+](C2=CC=CC=C2C1(C)C)CC